C(C)NC(CCCCCCCCCCCCCCC(=O)NCCC(=O)O)=O 3-(16-(ethylamino)-16-oxohexadecanamido)propanoic acid